tert-butyl (3S,5S)-3-((8-carbamoyl-6-(1-(tetrahydro-2H-pyran-4-yl)-1H-pyrazol-4-yl)pyrido[3,2-d]pyrimidin-4-yl)amino)-5-fluoropiperidine-1-carboxylate C(N)(=O)C1=CC(=NC2=C1N=CN=C2N[C@@H]2CN(C[C@H](C2)F)C(=O)OC(C)(C)C)C=2C=NN(C2)C2CCOCC2